2-methyl-2,8-diazaspiro[4.5]decan CN1CC2(CC1)CCNCC2